3-(2,4'-dichlorobenzhydryloxy)-N-(2-bromothiophen-3-yl-methyl)azetidine-1-carboxamide ClC1=C(C(C2=CC=C(C=C2)Cl)OC2CN(C2)C(=O)NCC2=C(SC=C2)Br)C=CC=C1